4-(2-(1H-tetrazol-5-yl)phenylaminocarbonyl)-2,5-diacetoxybenzoic acid ethyl ester C(C)OC(C1=C(C=C(C(=C1)OC(C)=O)C(=O)NC1=C(C=CC=C1)C1=NN=NN1)OC(C)=O)=O